bis(para-isocyanato-cyclohexyl)diethyl-silane N(=C=O)C1CCC(CC1)[Si](CC)(CC)C1CCC(CC1)N=C=O